2-chloro-5-methoxy-N-((4-(pyridin-2-yl)cyclohexyl)methyl)pyrimidin-4-amine ClC1=NC=C(C(=N1)NCC1CCC(CC1)C1=NC=CC=C1)OC